FC=1C=CC=2N(C3=CC=C(C=C3C2C1)F)CC(CN1C2CCC(C1=O)C2)O 2-(3-(3,6-difluoro-9H-carbazol-9-yl)-2-hydroxypropyl)-2-azabicyclo[2.2.1]heptan-3-one